C(CCCCCCCC=CCC=CCCCCC)(=O)OC1=CC(=CC(=C1)O[Si](C(C)C)(C(C)C)C(C)C)OC(C)C 3-isopropoxy-5-((triisopropylsilyl)oxy)phenyl octadeca-9,12-dienoate